C[Si](C1=C(C=CC=C1)C1=NC=CC=C1)(C)C 2-(2-(trimethylsilyl)phenyl)pyridine